CC1=C(C=CC=C1NC(=O)C1=NN2C(C(CCC2)=O)=C1)C1=C(C(=CC=C1)NC(=O)C1=NN2C(C(CCC2)=O)=C1)C N,N'-(2,2'-dimethyl-[1,1'-biphenyl]-3,3'-diyl)bis(4-oxo-4,5,6,7-tetrahydropyrazolo[1,5-a]pyridine-2-carboxamide)